2-((1-(7-methyl-4-oxo-2-(pyridin-2-yl)-4H-pyrido[1,2-a]pyrimidin-9-yl)ethyl)amino)benzoic acid CC=1C=C(C=2N(C(C=C(N2)C2=NC=CC=C2)=O)C1)C(C)NC1=C(C(=O)O)C=CC=C1